N-(3-methoxy-2-methylbenzyl)-1,2-dimethyl-N-(1-(tetrahydro-2H-pyran-2-yl)-1H-indazol-5-yl)-1H-pyrrole-3-carboxamide COC=1C(=C(CN(C(=O)C2=C(N(C=C2)C)C)C=2C=C3C=NN(C3=CC2)C2OCCCC2)C=CC1)C